ClC=1C=C(C=CC1OCC)C=1C=C2CC(C(C2=CC1)NC(O[C@@H]1CN2CCC1CC2)=O)(C)C (S)-quinuclidin-3-yl (5-(3-chloro-4-ethoxyphenyl)-2,2-dimethyl-2,3-dihydro-1H-inden-1-yl)carbamate